dodecyl 3-((4-((4-decylphenyl)amino)-4-iminobutyl)thio)propanoate C(CCCCCCCCC)C1=CC=C(C=C1)NC(CCCSCCC(=O)OCCCCCCCCCCCC)=N